(5-((4-(bis(4-methoxybenzyl)amino)-2-butoxyimidazo[2,1-f][1,2,4]triazin-7-yl)(hydroxy)methyl)-3-methylpyridin-2-yl)-N,N-dimethylpiperidine-4-carboxamide COC1=CC=C(CN(C2=NC(=NN3C2=NC=C3C(C=3C=C(C(=NC3)N3CCC(CC3)C(=O)N(C)C)C)O)OCCCC)CC3=CC=C(C=C3)OC)C=C1